N-(1-(3-(4-Fluorophenyl)-4-oxo-3,4-dihydrophthalazin-1-yl)azepan-3-yl)ethanesulfonamide FC1=CC=C(C=C1)N1N=C(C2=CC=CC=C2C1=O)N1CC(CCCC1)NS(=O)(=O)CC